dimethylcarbamic acid 4-(bromomethyl)-3-(2-fluoro-3-((N-methylsulfamoyl) amino) benzyl)-2-oxo-2H-chromen-7-yl ester BrCC1=C(C(OC2=CC(=CC=C12)OC(N(C)C)=O)=O)CC1=C(C(=CC=C1)NS(NC)(=O)=O)F